(S)-N1-(1-(2-(Bicyclo[1.1.1]pentan-1-ylamino)-2-oxoethyl)-2-oxo-1,2-dihydropyridin-3-yl)-N6-methyl-2-(3-methylbenzofuran-2-carboxamido)-5-oxohexandiamid C12(CC(C1)C2)NC(CN2C(C(=CC=C2)NC([C@H](CCC(C(=O)NC)=O)NC(=O)C=2OC1=C(C2C)C=CC=C1)=O)=O)=O